FC1=C2C=CNC2=CC(=C1OC1=CC=C2CCN3C(C2=C1)=NC=C3[C@@H](C)C=3C(=C(C=CC3)CC(=O)OCC)F)F ethyl 2-[3-[(1S)-1-[9-[(4,6-difluoro-1H-indol-5-yl)oxy]-5,6-dihydroimidazo[2,1-a]isoquinolin-3-yl]ethyl]-2-fluoro-phenyl]acetate